(12aR)-9-bromo-8-fluoro-10-[(trimethylsilyl) ethynyl]-3,4,12,12a-tetrahydro-6H-pyrazino[2,1-c][1,4]benzooxazepine-2(1H)-carboxylate BrC1=C(C2=C(CN3[C@@H](CO2)CN(CC3)C(=O)[O-])C=C1F)C#C[Si](C)(C)C